C(C)(C)(C1CCC(CC1)O)C1CCC(CC1)O 1,1'-isopropylidene-bis-(4-cyclohexanol)